(1S,2S)-N-(6-(7-((R)-1-(((R)-tert-butylsulfinyl)amino)ethyl)-5-chloro-6-fluoro-1H-indazol-4-yl)imidazo[1,2-a]pyrazin-2-yl)-2-fluorocyclopropane-1-carboxamide C(C)(C)(C)[S@@](=O)N[C@H](C)C=1C(=C(C(=C2C=NNC12)C=1N=CC=2N(C1)C=C(N2)NC(=O)[C@H]2[C@H](C2)F)Cl)F